C([C@@H](O)CC(=O)[O-])(=O)[O-] (-)-L-malate